C1(=CC=CC=C1)[C@H]1NC2=CC=CC=C2CC1 (S)-2-phenyl-1,2,3,4-tetrahydroquinoline